CC1=CC(=CC=C1)N(C)C(=S)OC2=CC3=CC=CC=C3C=C2 The molecule is a monothiocarbamic ester that is the methyl(3-tolyl)carbamothioate ester of 2-naphthol. A synthetic anti-fungal agent used to treat jock itch, athlete's foot and ringworm. It has a role as an antifungal drug. It derives from a 2-naphthol.